FC1(COCCC1NC(OC(C)(C)C)=O)F tert-butyl (3,3-difluorotetrahydro-2H-pyran-4-yl)carbamate